CN1C[C@@H]2[C@H](CC1)CCN2C2=CC=C(N=N2)C2=C(C=C(C=C2CC)C)O 2-[6-[(3aR,7aS)-6-methyl-3,3a,4,5,7,7a-hexahydro-2H-pyrrolo[2,3-c]pyridin-1-yl]pyridazin-3-yl]-3-ethyl-5-methyl-phenol